1-adamantyl-di-(isopropyl)phosphine C12(CC3CC(CC(C1)C3)C2)P(C(C)C)C(C)C